OC1=NC=NN2C1=C(C=C2)C=2CCN(CC2)C(=O)OC(C)(C)C tert-Butyl 4-(4-hydroxypyrrolo[2,1-f][1,2,4]triazin-5-yl)-3,6-dihydro-2H-pyridine-1-carboxylate